4-(2-Hydroxypropyl)furan-2-sulfonamide OC(CC=1C=C(OC1)S(=O)(=O)N)C